NC1=NSN=C1N 3,4-diamino-1,2,5-thiadiazole